N-[(3s,4s)-8-[3-(4-chloro-2-methyl-2H-indazol-5-yl)-5-methyl-1-(oxazolidin-2-yl)-1H-pyrazolo[3,4-b]pyrazin-6-yl]-3-methyl-2-oxa-8-azaspiro[4.5]dec-4-yl]carbamic acid tert-butyl ester C(C)(C)(C)OC(N[C@@H]1[C@@H](OCC12CCN(CC2)C2=C(N=C1C(=N2)N(N=C1C1=C(C2=CN(N=C2C=C1)C)Cl)C1OCCN1)C)C)=O